3-methoxy-1-((1r,3S)-3-methoxycyclobutyl)-N-(6-((S)-5-methyl-6,7-dihydro-5H-pyrrolo[1,2-a]imidazol-3-yl)pyridin-2-yl)-1H-pyrazole-4-carboxamide COC1=NN(C=C1C(=O)NC1=NC(=CC=C1)C1=CN=C2N1[C@H](CC2)C)C2CC(C2)OC